cis-3-(difluoromethyl)-1-(6-(2-methylimidazo[1,2-b]pyridazin-7-yl)thieno[2,3-b]pyridin-2-yl)cyclobutanol FC(C1CC(C1)(O)C1=CC=2C(=NC(=CC2)C2=CC=3N(N=C2)C=C(N3)C)S1)F